4-{2-[(piperidin-3-yl)amino]-5-(trifluoromethyl)pyrimidin-4-yl}-1H-pyrrole-2-carboxylic acid N1CC(CCC1)NC1=NC=C(C(=N1)C=1C=C(NC1)C(=O)O)C(F)(F)F